1-(4-methoxyphenyl)-3-(5-(3-(2-morpholinylethyl)-4-oxo-3,4-dihydroquinazolin-6-yl)benzo[d]thiazol-2-yl)urea COC1=CC=C(C=C1)NC(=O)NC=1SC2=C(N1)C=C(C=C2)C=2C=C1C(N(C=NC1=CC2)CCN2CCOCC2)=O